C1=[C-]C=C(C=C1)C1=C[C-]=CC=C1 4,4-biphenyl-Id